{1-{1-[3-fluoro-4-(trifluoromethyl)benzoyl]piperidin-4-yl}-3-[4-(7H-pyrrolo[2,3-d]pyrimidin-4-yl)-1H-pyrazol-1-yl]azetidin-3-yl}acetonitrile FC=1C=C(C(=O)N2CCC(CC2)N2CC(C2)(N2N=CC(=C2)C=2C3=C(N=CN2)NC=C3)CC#N)C=CC1C(F)(F)F